4-iodo-N-[(1R,3S)-3-([1,2,4]triazolo[4,3-a]pyridin-3-yl)cyclohexyl]-5-(trifluoromethyl)pyrimidin-2-amine IC1=NC(=NC=C1C(F)(F)F)N[C@H]1C[C@H](CCC1)C1=NN=C2N1C=CC=C2